N[C@]1(CN(CC1)C1=C(C(=C(C=C1Cl)Cl)Br)CN1C2=NC=NC(=C2N=C1)N)C(=O)NC1CC1 (R)-3-amino-1-(2-((6-amino-9H-purin-9-yl)methyl)-3-bromo-4,6-dichlorophenyl)-N-cyclopropylpyrrolidine-3-carboxamide